4-((4-((1,2-dimethyl-3-oxoisoindol-4-yl)methyl)-5-(trifluoromethyl)pyrimidin-2-yl)amino)-2-fluoro-5-methoxy-N-(7-methyl-7-azaspiro[3.5]nonan-2-yl)benzamide CC1N(C(C2=C(C=CC=C12)CC1=NC(=NC=C1C(F)(F)F)NC1=CC(=C(C(=O)NC2CC3(C2)CCN(CC3)C)C=C1OC)F)=O)C